N-(3-(3-(9H-purin-6-yl)pyridin-2-ylamino)-4-methylphenyl)-3-fluoro-5-methyl-4-(trifluoromethyl)picolinamide N1=CN=C2NC=NC2=C1C=1C(=NC=CC1)NC=1C=C(C=CC1C)NC(C1=NC=C(C(=C1F)C(F)(F)F)C)=O